FC1=CC=C(C=C1)[C@H]1C(N(C(N1C1CCN(CC1)C)=O)CC1=CC=C(C=C1)OCC(C)C)=O (S)-5-(4-fluorophenyl)-3-(4-isobutoxybenzyl)-1-(1-methylpiperidin-4-yl)imidazoline-2,4-dione